(4-(6-(1H-benzo[d]imidazol-2-yl)pyridinyloxy)piperazine-1-carbonyl)-4,5-dihydropyridazin-3(2H)-one N1C(=NC2=C1C=CC=C2)C2=CC=CC(=N2)ON2CCN(CC2)C(=O)N2N=CCCC2=O